O=C1NC(CC[C@@H]1N1C(C2=CC=C(C=C2C1)N1CCN(CC1)CC1(CCN(CC1)C(=O)OC(C)(C)C)C)=O)=O tert-butyl (S)-4-((4-(2-(2,6-dioxopiperidin-3-yl)-1-oxoisoindolin-5-yl) piperazin-1-yl)methyl)-4-methylpiperidine-1-carboxylate